hexahydro-3H-benzo[d]azepine C1CNCCC2C1=CC=CC2